C(#N)C[C@@H]1C[C@H]([C@@H](N1C(=O)OCCCC)C)O Butyl (2S,3R,5R)-5-(cyanomethyl)-3-hydroxy-2-methylpyrrolidine-1-carboxylate